BrC1=CC=C(C=C1)C=1N=C(SC1)N(C(C#C)=O)C1=CC(=CC(=C1)OC)Cl N-[4-(4-bromophenyl)thiazol-2-yl]-N-(3-chloro-5-methoxy-phenyl)prop-2-ynamide